C1=CC=C(C(=C1)COC2C(C(C(C(O2)CO)O)O)O)O p-toluonitrile